N-(3-maleimidopropionyloxy)succinimide C1(C=CC(N1CCC(=O)ON1C(CCC1=O)=O)=O)=O